1-hydroxy-3-(imidazole-1-yl)-propylene OC=CCN1C=NC=C1